C(C)(C)(C)NC(=O)C1[C@H]2CNC[C@@H]12 (1R,5S,6r)-N-(tert-butyl)-3-azabicyclo[3.1.0]Hexane-6-carboxamide